tert-butyl ((1S,3R)-3-((4-(3-((5-cyanopyrazin-2-yl)amino)-1H-pyrazol-5-yl)-5-fluoro-6-methylpyridin-3-yl)oxy)cyclopentyl)carbamate C(#N)C=1N=CC(=NC1)NC1=NNC(=C1)C1=C(C=NC(=C1F)C)O[C@H]1C[C@H](CC1)NC(OC(C)(C)C)=O